7,7-dimethyl-6,7-Dihydrobenzo[b]thiophene-4(5H)-one CC1(CCC(C2=C1SC=C2)=O)C